COC(C(=O)N1C(CCC(C1)C)C=1C=C2COC3(C2=CC1)CC3)=O 2-(5-Methyl-2-(3'H-spiro[cyclopropane-1,1'-isobenzofuran]-5'-yl)piperidin-1-yl)-2-oxoacetic acid methyl ester